(3R)-4-cyano-N-[2-[(4,4-difluorocyclohexyl)amino]-2-oxo-1-(3-pyridyl)ethyl]-N-[4-(pentafluoro-λ6-sulfanyl)phenyl]morpholine-3-carboxamide C(#N)N1[C@H](COCC1)C(=O)N(C1=CC=C(C=C1)S(F)(F)(F)(F)F)C(C(=O)NC1CCC(CC1)(F)F)C=1C=NC=CC1